C[Si](C(C(=O)OCCCC)C)(OCC)OCC butyl α-methyldiethoxysilylpropionate